COC1=CC=C(C=C1)C(OC(C1C(CN(C1)C(CCCCCN1C(C2=CC=CC=C2C1=O)=O)=O)OC(CCC(=O)O)=O)C1=CC=CC=C1)C1=CC=C(C=C1)OC Succinic acid mono-{4-[bis-(4-methoxy-phenyl)-phenyl-methoxymethyl]-1-[6-(1,3-dioxo-1,3-dihydro-isoindol-2-yl)-hexanoyl]-pyrrolidin-3-yl} ester